C(C)[C@]1(CNCCC1=O)F |r| rac-3-ethyl-3-fluoro-4-oxopiperidine